N-(cis-1-isobutyryl-2-((2-phenyl-1,3-thiazol-4-yl)methyl)pyrrolidin-3-yl)methanesulfonamide C(C(C)C)(=O)N1[C@H]([C@H](CC1)NS(=O)(=O)C)CC=1N=C(SC1)C1=CC=CC=C1